(2s,4s)-1-(4-ethyl-5-methylpyridin-2-yl)-4-hydroxy-N-methyl-N-(m-tolyl)pyrrolidine-2-carboxamide C(C)C1=CC(=NC=C1C)N1[C@@H](C[C@@H](C1)O)C(=O)N(C=1C=C(C=CC1)C)C